O1COC2=C1C=CC=C2 benzo1,3-dioxole